1-butyl-3-methylimidazole ethyl-sulfate salt C(C)OS(=O)(=O)O.C(CCC)N1CN(C=C1)C